ClC1=C(C=NN1C)S(=O)(=O)N1CCC(CC1)C=1C=NC=CC1C 3-(1-((5-chloro-1-methyl-1H-pyrazol-4-yl)sulfonyl)piperidin-4-yl)-4-methylpyridine